FC1=CC2=C(NC(=N2)C=2C=C(NC3=CC=C(C=C3)C=3C=NC(=NC3)N3CCN(CC3)C)C=CC2)C=C1 3-(5-fluoro-1H-benzo[d]imidazol-2-yl)-N-[4-[2-(4-methylpiperazin-1-yl)pyrimidin-5-yl]phenyl]aniline